1-(2-amino-4-(4-methylpiperazin-1-yl)phenyl)ethan-1-one NC1=C(C=CC(=C1)N1CCN(CC1)C)C(C)=O